C12(CCC(CC1)CC2)COC2=CC=C(C=C2)[C@H](C(C)(C)O)NC([C@@H](CO)C2=CC=CC=C2)=O (R)-N-((R)-1-(4-(bicyclo[2.2.2]octan-1-ylmethoxy)phenyl)-2-hydroxy-2-methylpropyl)-3-hydroxy-2-phenylpropanamide